chloro-2,2-difluoroethane ClCC(F)F